C1(CC1)C([C@@H](C(=O)NC1=C(C=C(C=C1)[C@@H](C(=O)N(CC(F)(F)F)C([2H])([2H])[2H])C)F)NC(=O)C1=CC=NN1C(C)C)C1CC1 N-((S)-1,1-dicyclopropyl-3-((2-fluoro-4-((S)-1-((methyl-d3)(2,2,2-trifluoroethyl)amino)-1-oxopropan-2-yl)phenyl)amino)-3-oxopropan-2-yl)-1-isopropyl-1H-pyrazole-5-carboxamide